1-((2r,3r,4s,5r)-3-allyl-4-hydroxy-5-(hydroxymethyl)-tetrahydrofuran-2-yl)-3-benzoylpyrimidine-2,4(1h,3h)-dione C(C=C)[C@H]1[C@@H](O[C@@H]([C@H]1O)CO)N1C(N(C(C=C1)=O)C(C1=CC=CC=C1)=O)=O